CN1CC(C1)(C)[C@@](O)(C=1C=NC=C(C1)C1=NC(=NO1)CN1CCOCC1)C1=CC=C(C=C1)C(C)C (R)-(1,3-Dimethyl-azetidin-3-yl)-(4-isopropyl-phenyl)-[5-(3-morpholin-4-ylmethyl-[1,2,4]oxadiazol-5-yl)-pyridin-3-yl]-methanol